(1R,2S,3R,4R)-3-((tert-butoxycarbonyl)amino)-6-(difluoromethylene)bicyclo[2.2.1]heptane-2-carboxylic acid methyl ester COC(=O)[C@H]1[C@@H]2C(C[C@H]([C@H]1NC(=O)OC(C)(C)C)C2)=C(F)F